2-chloro-5,6-dihydro-6-methyl-7H-pyrrolo[3,4-b]pyridin-7-one ClC1=CC=C2C(=N1)C(N(C2)C)=O